N1CC(CCC1)C(C)(C)NS(=O)(=O)C N-(2-(piperidin-3-yl)propan-2-yl)methanesulfonamide